4-(2-acryloyl-2,6-diazaspiro[3.4]octan-6-yl)-5-cyano-6-(5-methyl-1H-indazol-4-yl)pyrimidine-2-carboxamide C(C=C)(=O)N1CC2(C1)CN(CC2)C2=NC(=NC(=C2C#N)C2=C1C=NNC1=CC=C2C)C(=O)N